C(#N)C=1C(=[N+](C2=CC=CC=C2[N+]1[O-])[O-])NC(=O)NCCN(C)C 1-(3-cyano-1,4-dioxidoquinoxalin-2-yl)-3-[2-(dimethylamino)ethyl]urea